C(=O)(O)C=1C=C2C(=CC1)C(=O)OC2=O 4-carboxy-1,2-benzenedicarboxylic anhydride